ClC=1C=C(C=CC1Cl)C1=C(C=CC(=C1)F)NC(=O)C=1C(=NNC1)C(F)F N-(3',4'-dichloro-5-fluoro-[1,1'-biphenyl]-2-yl)-3-(difluoromethyl)-1H-pyrazole-4-carboxamide